5-methoxybenzofuran-2-carbothioate COC=1C=CC2=C(C=C(O2)C([O-])=S)C1